C(C)(C)(C)OC(=O)NC1CC(C1)OC1=CC=C(C(=O)OCC)C=C1 ethyl 4-((1r,3r)-3-((tert-butoxycarbonyl)amino)cyclobutoxy)benzoate